3-(4-(4-(bromomethyl)benzyloxy)-1-oxoisoindolin-2-yl)piperidine-2,6-dione BrCC1=CC=C(COC2=C3CN(C(C3=CC=C2)=O)C2C(NC(CC2)=O)=O)C=C1